CC1=C(OC2=C(C=C(C=C2C1=O)C)[C@@H](C)NC1=C(C(=O)OC)C=C(C=C1)C(F)(F)F)C1=CC=C2C(=N1)SC(=N2)C Methyl 2-[[(1R)-1-[3,6-dimethyl-2-(2-methylthiazolo[5,4-b]pyridin-5-yl)-4-oxo-chromen-8-yl]ethyl]amino]-5-(trifluoromethyl)benzoate